ClC1=NC(=NC(=C1I)Cl)SC 4,6-dichloro-5-iodo-2-methylthiopyrimidine